C(C)(C)(C)NC1=NC2=CC(=C(C=C2C(N1N)=N)F)OC N-(tert-butyl)-6-fluoro-4-imino-7-methoxyquinazoline-2,3(4H)-diamine